CN(C1=CC=C2C(=N1)C(=CS2)C2=CC=NC=C2)C2=NN(C=C2)C N-methyl-N-(1-methyl-1H-pyrazol-3-yl)-3-(pyridin-C4-yl)thieno[3,2-b]pyridin-5-amine